5-propyl-1,2,4-oxadiazole C(CC)C1=NC=NO1